2-methoxy-1-(4-pyridyl)ethanol COCC(O)C1=CC=NC=C1